FC1=CC(=NC(=C1)N1CCOCC1)C1=NC2=CC(=NC=C2C=C1)CNC(C1=CC(=C(C=C1)C)S(=O)(=O)CCO)=O N-((2-(4-fluoro-6-morpholinopyridin-2-yl)-1,6-naphthyridin-7-yl)methyl)-3-((2-hydroxyethyl)sulfonyl)-4-methylbenzamide